C\C(=C/Br)\CC1=CC=C(C=C1)C1=CC=CC=C1 (E)-2-methyl-3-(1,1'-biphenyl-4-yl)-propenylbromide